C(C)C1(OC2=CC(=CC=C2C=C1C(=O)[O-])OC)\N=N\C1=CC=C(C=C1)Br (E)-Ethyl-((4-bromophenyl)diazenyl)-7-methoxy-2H-chromene-3-carboxylate